NC1=NC(=CC=C1NC(OCC)=O)NCCC1=CC=C(C=C1)F Ethyl (2-amino-6-((4-fluorophenethyl)amino)pyridin-3-yl)carbamate